ClC1=C(C(=CC=C1)I)CC#N 2-(2-chloro-6-iodophenyl)acetonitrile